C(C)(C)N1N=NC=2C=CC=3C=NC(=NC3C21)NC2=CC=C(C=C2)N2CCC(CC2)CCCO 3-(1-(4-((1-isopropyl-1H-[1,2,3]triazolo[4,5-h]quinazolin-8-yl)amino)phenyl)piperidin-4-yl)propan-1-ol